5H-Indolo[2,3-a]pyrrolo[3,4-c]carbazole-5,7(6H)-dione C1=CC=CC2=C1N=C1C2=C2C(=C3C4=CC=CC=C4N=C13)C(NC2=O)=O